The molecule is a glycosyloxyflavone that is luteolin substituted by a beta-D-glucopyranosyl moiety at position 7 via a glycosidic linkage. It has a role as an antioxidant and a plant metabolite. It is a beta-D-glucoside, a glycosyloxyflavone, a trihydroxyflavone and a monosaccharide derivative. It derives from a luteolin. It is a conjugate acid of a luteolin 7-O-beta-D-glucoside(1-). C1=CC(=C(C=C1C2=CC(=O)C3=C(C=C(C=C3O2)O[C@H]4[C@@H]([C@H]([C@@H]([C@H](O4)CO)O)O)O)O)O)O